(S)-7-(3-chlorophenyl)-4-methoxy-5-(2-methylpyrrolidin-1-yl)-7H-pyrrolo[2,3-d]pyrimidine ClC=1C=C(C=CC1)N1C=C(C2=C1N=CN=C2OC)N2[C@H](CCC2)C